3-((3-bromopyridin-2-yl)amino)bicyclo[1.1.1]pentane-1-carbonitrile BrC=1C(=NC=CC1)NC12CC(C1)(C2)C#N